ethyl 4-bromo-5-methyl-1H-imidazole-2-carboxylate BrC=1N=C(NC1C)C(=O)OCC